[Nb].CC=1SC(=CC1C(=O)NC1=NC(=NS1)CC(C)N1CCCCC1)C1=CC(=CC=C1)C#N 2-methyl-5-(3-cyanophenyl)-N-(3-(2-(piperidin-1-yl)propyl)-1,2,4-thiadiazol-5-yl)thiophene-3-carboxamide niobium